N-(1-cyanopyrrolidin-3-yl)-5-oxo-1-phenyl-pyrrolidine-3-carboxamide C(#N)N1CC(CC1)NC(=O)C1CN(C(C1)=O)C1=CC=CC=C1